ClC=1C=CC=C2C(C=C(OC12)C1=C(OCCCN2C[C@H](CC2)C(=O)O)C=C(C=C1)C(F)(F)F)=O (3S)-1-[3-[2-(8-chloro-4-oxo-chromen-2-yl)-5-(trifluoromethyl)phenoxy]propyl]pyrrolidine-3-carboxylic acid